OC1=CC=C(N=N1)OCNC(C=C)=O N-(((6-hydroxypyridazin-3-yl)oxy)methyl)acrylamide